[Zn].CN(C(SCCSC(N(C)C)=S)=S)C ethylene bis(dimethyldithiocarbamate) zinc